ClC=1C=CC(=C(C1)N1CON(CO1)C(C(=O)OC(C)(C)C)CC1CCC1)N1N=NC(=C1)Cl tert-butyl 2-(4-(5-chloro-2-(4-chloro-1H-1,2,3-triazol-1-yl) phenyl)-2,5-dioxapiperazin-1-yl)-3-cyclobutylpropionate